FC1(CN(C1)C1=CC=C(C=N1)NC1=C(C=CC=C1)[N+](=O)[O-])F 6-(3,3-difluoroazetidin-1-yl)-N-(2-nitrophenyl)pyridin-3-amine